2,3-dihydro-1H-thiazole S1CNC=C1